The molecule is a triterpenoid saponin that is 13,30-cyclodammarane-3,7,23,24,25-pentol esterified to the corresponding acetate at position 3 and attached to a 6-O-acetyl-beta-D-glucopyranosyl residue at position 7 via a glycosidic linkage. Isolated from Dysoxylum cumingianum, it exhibits antileukemic activity. It has a role as an antineoplastic agent and a plant metabolite. It is a triterpenoid saponin, an acetate ester, a pentacyclic triterpenoid, a monosaccharide derivative, a beta-D-glucoside and a secondary alcohol. C[C@@H](C[C@H]([C@@H](C(C)(C)O)O)O)[C@@H]1CC[C@@]23[C@@]1(C2)CC[C@H]4[C@]3([C@@H](C[C@@H]5[C@@]4(CC[C@H](C5(C)C)OC(=O)C)C)O[C@H]6[C@@H]([C@H]([C@@H]([C@H](O6)COC(=O)C)O)O)O)C